CN1N=C(C(=C1C)O)C1=CC(=CC=C1)C(C)C 1,5-dimethyl-3-(3-isopropylphenyl)-pyrazol-4-ol